C1=CC=CC2=C1C(=NC1=C(O2)C=CC=C1)N1CCNCC1 4-(Dibenzo[b,f][1,4]oxazepin-11-yl)piperazine